COC(C1=CC(=C(C=C1)C1CC1)S(NC1=C(C=C(C(=C1)C1=NC=NN1C)Cl)C1=NC=CC=C1)(=O)=O)=O.OCC=1[CH-]C=CC1.[CH-]1C=CC=C1.[Fe+2] 2-hydroxymethyl-ferrocene methyl-3-(N-(4-chloro-5-(1-methyl-1,2,4-triazol-5-yl)-2-(pyridin-2-yl)phenyl)sulfamoyl)-4-cyclopropylbenzoate